N-(4-fluoro-3-((5-(3-fluoro-4-morpholinophenyl)-2-((1-methyl-1H-pyrazol-4-yl)amino)pyrimidin-4-yl)amino)phenyl)acrylamide FC1=C(C=C(C=C1)NC(C=C)=O)NC1=NC(=NC=C1C1=CC(=C(C=C1)N1CCOCC1)F)NC=1C=NN(C1)C